2-amino-8-fluoro-N-[[6-(4-hydroxy-4-methyl-1-piperidyl)-2-pyridyl]methyl]quinazoline-4-carboxamide NC1=NC2=C(C=CC=C2C(=N1)C(=O)NCC1=NC(=CC=C1)N1CCC(CC1)(C)O)F